ClC1=C(C=CC(=C1)Cl)C=1OC(=NN1)CCCCCN1C(=NC=C1[N+](=O)[O-])C 2-(2,4-dichlorophenyl)-5-(5-(2-methyl-5-nitro-1H-imidazol-1-yl)pentyl)-1,3,4-oxadiazole